C[C@@H]1CN(C[C@@H](O1)C)C(=O)C=1C2=C(N(N1)CC(=O)N1CCN(CC1)C1=C(C(=C(C=C1)F)C)C)CCC2 2-{3-[(2R,6S)-2,6-Dimethylmorpholin-4-carbonyl]-5,6-dihydrocyclopenta[c]pyrazol-1(4H)-yl}-1-[4-(4-fluoro-2,3-dimethylphenyl)piperazin-1-yl]ethan-1-on